CN1N=NC2=C1C=CC(=C2C)C(CC(=O)O)C=2C=C(C1=C(C=CS1)C2)CN2C[C@H](OC1=C([C@H]2C)N=CC=C1)CC 3-(1,4-Dimethyl-1H-benzotriazol-5-yl)-3-(7-{[(2R,5R)-2-ethyl-5-methyl-2,3-dihydropyrido[2,3-f][1,4]oxazepin-4(5H)-yl]methyl}-1-benzothien-5-yl)propanoic acid